(S)-tert-butyl 6-(2-((Isopropyl(methyl)amino)methyl)benzo[d]thiazol-5-yl)-3-methyl-3,4-dihydropyridine-1(2H)-carboxylate C(C)(C)N(C)CC=1SC2=C(N1)C=C(C=C2)C2=CC[C@@H](CN2C(=O)OC(C)(C)C)C